3-(3-((S)-(2-(3-((4,6-Difluoro-1H-indol-5-yl)oxy)phenyl)-1H-imidazol-5-yl)(hydroxy)methyl)phenyl)-2-methylpropanoic acid FC1=C2C=CNC2=CC(=C1OC=1C=C(C=CC1)C=1NC(=CN1)[C@H](C=1C=C(C=CC1)CC(C(=O)O)C)O)F